S-octyl thiochlorocarbonate C(SCCCCCCCC)(=O)Cl